FC1=C(C=CC=C1)N1N=NC(=C1)C(CC)N1C=C(C2=C1N=CN=C2N)I 7-{1-[1-(2-fluorophenyl)-1H-1,2,3-triazol-4-yl]propyl}-5-iodo-7H-pyrrolo[2,3-d]pyrimidin-4-amine